2-hydroxyl-4-Methylvaleric acid OC(C(=O)O)CC(C)C